chlorohexyl-L-glutamic acid ClCCCCCCN[C@@H](CCC(=O)O)C(=O)O